[Na+].O1C(=C(C=C1)C(=O)[O-])C(=O)[O-].[Na+] furandicarboxylic acid sodium salt